2-[(1S)-1-aminoethyl]-5-chloro-N-[(furan-2-yl)methyl]-3-methylthieno[3,2-b]pyridin-7-amine N[C@@H](C)C1=C(C2=NC(=CC(=C2S1)NCC=1OC=CC1)Cl)C